S(F)(F)(F)(F)(F)F sulfur(VI) hexafluoride